C(C(=O)O)(=O)O.N1=C(N)N=C(N)N=C1N.N1=C(N)N=C(N)N=C1N dimelamine oxalate